[Br-].C1(=CC=CC=C1)N1N=C(N=N1)C1=CC=CC=C1 2,5-diphenyl-tetrazole bromide